C(N)(=O)C=1C=C(C=CC1[N+](=O)[O-])N1CCN(CC1)C(=O)OC(C)(C)C tert-Butyl 4-(3-carbamoyl-4-nitrophenyl)piperazine-1-carboxylate